O1C=C(C=C1)C(CCC(C)C)=O 1-(furan-3-yl)-4-methyl-1-pentanone